4-(6-oxo-5-vinyl-1,6-dihydropyrimidin-2-yl)-2-azabicyclo[2.1.1]hexane-2-carboxylic acid tert-butyl ester C(C)(C)(C)OC(=O)N1C2CC(C1)(C2)C=2NC(C(=CN2)C=C)=O